CC1=C(C=CC=2C3=C(C(NC12)=O)C(C=C(O3)C(=O)OCCC(C)C)=O)C 3-methylbutyl 7,8-dimethyl-4,5-dioxo-6H-pyrano[3,2-c]quinoline-2-carboxylate